C(C1=CC=CC=C1)OC1=C(N(C=C(C1=O)C(NCC1=C(C=C(C=C1F)F)F)=O)[C@H]1CCC2=C(NC1)C(=CC=C2)F)C(=O)OC |r| methyl (S) and (R)-3-(benzyloxy)-1-(9-fluoro-2,3,4,5-tetrahydro-1H-benzo[b]azepin-3-yl)-4-oxo-5-((2,4,6-trifluorobenzyl) carbamoyl)-1,4-dihydropyridine-2-carboxylate